6-{[(5S)-5-{bis[2-({2-[(α-D-mannopyranosyl)oxy]ethyl}amino)-2-oxoethyl]amino}-6-({2-[(α-D-mannopyranosyl)oxy]ethyl}amino)-6-oxohexyl]amino}-6-oxohexanoic acid [C@H]1([C@@H](O)[C@@H](O)[C@H](O)[C@H](O1)CO)OCCNC(CN([C@@H](CCCCNC(CCCCC(=O)O)=O)C(=O)NCCO[C@@H]1[C@@H](O)[C@@H](O)[C@H](O)[C@H](O1)CO)CC(NCCO[C@@H]1[C@@H](O)[C@@H](O)[C@H](O)[C@H](O1)CO)=O)=O